N(=C=O)C(C)(C)C1=CC(=CC=C1)C=C 1-(1-isocyanato-1-methylethyl)-3-vinylbenzene